5-(2-chloro-5-fluoropyrimidin-4-yl)-N,N-dimethylbenzo[d]thiazol-2-amine ClC1=NC=C(C(=N1)C=1C=CC2=C(N=C(S2)N(C)C)C1)F